C(C)(C)(C)OC(=O)N[C@@H](C(=O)OC)CCCOC1=C(C(=C(C=C1)Cl)Cl)C(C1=CN=C2C(=NC=NN21)SC)O methyl (2R)-2-((tert-butoxycarbonyl)amino)-5-(3,4-dichloro-2-(hydroxy(4-(methylthio)imidazo[2,1-f][1,2,4]triazin-7-yl)methyl)phenoxy)pentanoate